C1(CC1)C(C=1C=CC2=C(N=C(O2)[C@@H](NC(=O)C2=CC=NN2C)C2CCC(CC2)(F)F)C1)NC(CCC(F)(F)F)=O N-((1S)-(5-(cyclopropyl-(4,4,4-trifluorobutanamido)methyl)benzo[d]oxazol-2-yl)(4,4-difluorocyclohexyl)methyl)-1-methyl-1H-pyrazole-5-carboxamide